(4-(benzyloxy)-2,2-dimethylbutoxy)(tert-butyl)dimethylsilane C(C1=CC=CC=C1)OCCC(CO[Si](C)(C)C(C)(C)C)(C)C